N-[(1s,4s)-4-{[2-(trifluoromethyl)imidazo[1,2-a]pyridin-5-yl]amino}cyclohexyl]-1H-pyrrolo[2,3-c]pyridine-4-carboxamide FC(C=1N=C2N(C(=CC=C2)NC2CCC(CC2)NC(=O)C=2C3=C(C=NC2)NC=C3)C1)(F)F